BrCC(=O)C1=CC=C(C=C1)SC1=CC=CC=C1 2-bromo-1-(4-(phenylthio)phenyl)ethane-1-one